boron benzaldehyde C(C1=CC=CC=C1)=O.[B]